bis(2-butyloctyl) 10-(N-decyl-5-(pyrrolidin-1-yl)pentanamido)nonadecanedioate C(CCCCCCCCC)N(C(CCCCN1CCCC1)=O)C(CCCCCCCCC(=O)OCC(CCCCCC)CCCC)CCCCCCCCC(=O)OCC(CCCCCC)CCCC